tert-Butyl (4S)-4-[3-(5-tert-butyl-2-pyridyl)-3-(tert-butylsulfinylamino)propyl]-2,2-dimethyl-pyrrolidine-1-carboxylate C(C)(C)(C)C=1C=CC(=NC1)C(CC[C@H]1CC(N(C1)C(=O)OC(C)(C)C)(C)C)NS(=O)C(C)(C)C